2-methoxy-α-trifluoromethyl-styrene COC1=C(C(=C)C(F)(F)F)C=CC=C1